C1(=CC=CC=C1)N(NC1=C([N+](=O)[O-])C=C([N+](=O)[O-])C=C1[N+](=O)[O-])C1=CC=CC=C1 1,1-diphenyl-2-picryl-hydrazine